S1SC(C2=C1C=CC=C2)=O 3H-1,2-benzodithiol-3-one